BrC1=C(C=CC2=C1C=C(O2)C(=O)O)N2CCC(CC2)OC2=NC=CC(=N2)C(F)(F)F 4-bromo-5-[4-(4-trifluoromethyl-pyrimidin-2-yloxy)-piperidin-1-yl]-benzofuran-2-carboxylic acid